tert-butyl 3-bromo-4-oxo-piperidine-1-carboxylate BrC1CN(CCC1=O)C(=O)OC(C)(C)C